C1(=CC=CC=C1)C1=CC=CC2=CC=CC(=C12)C1=CC=CC=C1 1,8-diphenyl-naphthalene